(2-amino-[1,2,4]triazolo[1,5-a]pyridin-7-yl)-N-(2,2-difluoro-3-(5-fluoropyridin-2-yl)-3-hydroxypropyl)-6-ethyl-2-fluorobenzamide NC1=NN2C(C=C(C=C2)C=2C(=C(C(=O)NCC(C(O)C3=NC=C(C=C3)F)(F)F)C(=CC2)CC)F)=N1